(((2-hydroxyethyl) amino) methyl) phenyl-2-methyl-[1,1'-biphenyl]-3-carboxylate C1(=CC=CC=C1)C1=C(C(=C(C=C1)C1=CC=CC=C1)C)C(=O)OCNCCO